N-(tert-butyl)-6-(1-(3-chloropyridin-2-yl)-3-(trifluoromethyl)-1H-pyrazole-5-carboxamido)-5-methylpyrazolo[1,5-a]pyridine-7-carboxamide C(C)(C)(C)NC(=O)C1=C(C(=CC=2N1N=CC2)C)NC(=O)C2=CC(=NN2C2=NC=CC=C2Cl)C(F)(F)F